O=C1NC(CCC1N1C(C2=CC=CC(=C2C1=O)NCCOCCOCCOCCOCCNC(CCCCCOC1=C(C=C2C(=NC=NC2=C1)NC1=C(C=C(C=C1)OC1=CC=CC=C1)C)OC)=O)=O)=O N-(14-((2-(2,6-dioxopiperidin-3-yl)-1,3-dioxoisoindolin-4-yl)amino)-3,6,9,12-tetraoxatetradecyl)-6-((6-methoxy-4-((2-methyl-4-phenoxyphenyl)amino)quinazolin-7-yl)oxy)hexanamide